(2-cyclopentyl-4-methylpyridin-3-yl)methanol C1(CCCC1)C1=NC=CC(=C1CO)C